OC1=C(CC2C(NC(N(C2=O)C2=CC=C(C=C2)OC)=O)=O)C=CC(=C1)O 5-(2,4-Dihydroxybenzyl)-1-(4-methoxyphenyl)pyrimidine-2,4,6(1H,3H,5H)-trione